CN(CCC=1C(N(C=CC1)C(C(=O)O)CC(C)C)=O)C 2-(3-(2-(dimethylamino)ethyl)-2-oxopyridin-1(2H)-yl)-4-methylpentanoic acid